N-(3,5-difluoro-4-((6-methoxy-7-(2-(methylamino)ethoxy)quinolin-4-yl)oxy)phenyl)-6-fluoro-4-methoxypyridine-3-carboxamide FC=1C=C(C=C(C1OC1=CC=NC2=CC(=C(C=C12)OC)OCCNC)F)NC(=O)C=1C=NC(=CC1OC)F